N-(4-fluoro-3-methoxy-phenyl)-N-(methoxymethyl)imidazo[1,2-a]pyrazine-6-carboxamide FC1=C(C=C(C=C1)N(C(=O)C=1N=CC=2N(C1)C=CN2)COC)OC